tert-butyl 3-(3-fluoro-4-methoxyphenyl)-3-(5-(3-(5,6,7,8-tetrahydro-1,8-naphthyridin-2-yl)propyl)-1-((2-(trimethylsilyl)ethoxy)methyl)-1H-pyrazol-3-yl)propanoate FC=1C=C(C=CC1OC)C(CC(=O)OC(C)(C)C)C1=NN(C(=C1)CCCC1=NC=2NCCCC2C=C1)COCC[Si](C)(C)C